BrC1=C(C#N)C=CC=C1OC 2-Bromo-3-methoxybenzonitrile